ethyl 2-bromo-1H-pyrrole-3-carboxylate BrC=1NC=CC1C(=O)OCC